8-azaoctanedione CC(C(CCCCN)=O)=O